N-((1r,4r)-4-(3-chloro-4-cyanophenoxy)cyclohexyl)-6-(4-(3-((2,6-dioxopiperidin-3-yl)amino)benzyl)piperazin-1-yl)pyridazine-3-carboxamide ClC=1C=C(OC2CCC(CC2)NC(=O)C=2N=NC(=CC2)N2CCN(CC2)CC2=CC(=CC=C2)NC2C(NC(CC2)=O)=O)C=CC1C#N